3-cyano-N-(3-(1,6-dimethyl-1H-benzo[d]imidazol-5-yl)-4,5-difluorophenyl)benzamide C(#N)C=1C=C(C(=O)NC2=CC(=C(C(=C2)F)F)C2=CC3=C(N(C=N3)C)C=C2C)C=CC1